diethoxytin C(C)O[Sn]OCC